4-ethylamino-1,3-benzenediol C(C)NC1=C(C=C(C=C1)O)O